CNC(=O)C1=CC2=C(N(C=N2)C2=CC=C(C=C2)CC(=O)OC(C)(C)C)C=C1 tert-Butyl 2-(4-(5-(methylcarbamoyl)-1H-benzo[d]imidazol-1-yl)phenyl)acetat